FC1=NC2=C(C=CC=C2C=C1)[N+](=O)[O-] 2-fluoro-8-nitroquinoline